COC(CCC=1C=NC=C(C1)N)=O.CC1=NC(=NC(=C1)NC1=NNC(=C1)C)N1CCN(CC1)C(=O)N[C@@H](C)C=1C=NC(=CC1)N1CCCC1 (S)-4-(4-methyl-6-((5-methyl-1H-pyrazol-3-yl)amino)pyrimidin-2-yl)-N-(1-(6-(pyrrolidin-1-yl)pyridin-3-yl)ethyl)piperazine-1-carboxamide methyl-3-(5-amino-3-pyridyl)propanoate